(S)-N-(4-Cyano-3-(trifluoromethyl)phenyl)-2-hydroxy-2-methyl-3-(1H-pyrazol-1-yl)propanamide C(#N)C1=C(C=C(C=C1)NC([C@@](CN1N=CC=C1)(C)O)=O)C(F)(F)F